4-(2-bromoethyl)benzenesulfonic acid sodium [Na].BrCCC1=CC=C(C=C1)S(=O)(=O)O